S1C(=NC2=C1C=CC=C2)C2=CC(=C(OCCCCCCC(=O)NO)C(=C2)OC)OC 7-(4-(benzo[d]thiazole-2-yl)-2,6-dimethoxyphenoxy)-N-hydroxyheptanamide